3-[2-[[(1R)-1-(3,6-Dimethyl-4-oxo-2-phenyl-chromen-8-yl)ethyl]amino]-5-fluoro-phenyl]-4H-1,2,4-oxadiazol-5-one CC1=C(OC2=C(C=C(C=C2C1=O)C)[C@@H](C)NC1=C(C=C(C=C1)F)C1=NOC(N1)=O)C1=CC=CC=C1